nonenyloxybenzenesulfonic acid sodium [Na].C(=CCCCCCCC)OC1=C(C=CC=C1)S(=O)(=O)O